COCC1CN(CCOC1)C(=O)OC(C)(C)C tert-butyl 6-(methoxymethyl)-1,4-oxazepane-4-carboxylate